COC1=NC(=CC(=C1)C1=NOC(=N1)[C@H](C)NC(OC(C)(C)C)=O)C tert-butyl (S)-(1-(3-(2-methoxy-6-methylpyridin-4-yl)-1,2,4-oxadiazol-5-yl)ethyl)carbamate